2-Fluoro-4-isobutyl-6-(piperazin-1-yl)benzonitrile FC1=C(C#N)C(=CC(=C1)CC(C)C)N1CCNCC1